(2,3-difluoro-4-(trifluoromethyl)phenyl)boronic acid FC1=C(C=CC(=C1F)C(F)(F)F)B(O)O